3-(4-Chlorophenyl)-1-[4-[2-(4-fluorophenyl)-2-hydroxy-3-(1,2,4-triazol-1-yl)propoxy]phenyl]prop-2-en-1-one ClC1=CC=C(C=C1)C=CC(=O)C1=CC=C(C=C1)OCC(CN1N=CN=C1)(O)C1=CC=C(C=C1)F